C(C1=CC=CC=C1)OC1=C2C=C(NC2=C(C=C1)F)C=O 4-(BENZYLOXY)-7-FLUORO-1H-INDOLE-2-CARBALDEHYDE